C([O-])([O-])=O.C(=O)(O)[Ca+2] carboxyl-calcium carbonate